3-(3-(4-(chloromethyl)phenyl)-5-(difluoromethoxy)-3H-imidazo[4,5-b]pyridin-2-yl)pyridin-2-amine ClCC1=CC=C(C=C1)N1C(=NC=2C1=NC(=CC2)OC(F)F)C=2C(=NC=CC2)N